2,2-difluoro-cyclopropanecarbaldehyde FC1(C(C1)C=O)F